N=1N(N=C2C1C=CC=C2)C2=C(C(=CC(=C2)C(CC(C)(C)C)(C)C)C(C)(C2=CC=CC=C2)C)O 2-(2H-Benzotriazol-2-yl)-6-(1-methyl-1-phenylethyl)-4-(1,1,3,3-tetramethylbutyl)-phenol